C(C)OC(=O)C=1N(C=C(C1C)C(=O)C=1C=NC(=CC1)C(F)(F)F)S(=O)(=O)C1=CC=C(C=C1)C 3-methyl-1-(4-methylbenzenesulfonyl)-4-(6-(trifluoromethyl)pyridine-3-carbonyl)-1H-pyrrole-2-carboxylic acid ethyl ester